(3R)-1-(2-((1-((dimethylamino)methyl)-2-(hydroxymethyl)cyclopropyl)methoxy)-7-(8-ethyl-7-fluoro-3-hydroxynaphthalen-1-yl)-8-fluoropyrido[4,3-d]pyrimidin-4-yl)-3-methylpiperidin-3-ol CN(C)CC1(C(C1)CO)COC=1N=C(C2=C(N1)C(=C(N=C2)C2=CC(=CC1=CC=C(C(=C21)CC)F)O)F)N2C[C@@](CCC2)(O)C